NCCCC(=O)N1CCN(CC1)C(=O)C1=C(C=C(C=C1)NC(=O)C=1N(C(=CN1)C1=C(C(=C(C=C1)C=1C=NN(C1C)CCOC)F)F)C)Cl N-[4-[4-(4-aminobutanoyl)piperazine-1-carbonyl]-3-chloro-phenyl]-5-[2,3-difluoro-4-[1-(2-methoxyethyl)-5-methyl-pyrazol-4-yl]phenyl]-1-methyl-imidazole-2-carboxamide